C(C)(=O)OC(C)=O acetic acid, anhydride